9-Methyl-1-(p-tolyl)-3-(trifluoromethyl)-3H-pyrrolo[1,2-a]indol-3-ol CC1=C2N(C=3C=CC=CC13)C(C=C2C2=CC=C(C=C2)C)(O)C(F)(F)F